1,1'-bis(di-t-butylphosphino)ferrocene palladium (II) [Pd+2].C(C)(C)(C)P([C-]1C=CC=C1)C(C)(C)C.[C-]1(C=CC=C1)P(C(C)(C)C)C(C)(C)C.[Fe+2]